1-(2,4-dihydroxyphenyl)-3-(3-hydroxy-4-methoxyphenyl)propan-1-one OC1=C(C=CC(=C1)O)C(CCC1=CC(=C(C=C1)OC)O)=O